C(C)OC([C@H](CC(C)C)NC([C@H](CCC1=NC=2C(=NC=C(C2)N)N1C)NC(=O)OC(C)(C)C)=O)=O (2S)-2-[[(2S)-4-(6-amino-3-methyl-imidazo[4,5-b]pyridin-2-yl)-2-(tert-butoxycarbonylamino)butanoyl]amino]-4-methyl-pentanoic acid ethyl ester